2-(3-chlorophenyl)-2-methyl-1-(naphthalen-2-yl)propan-1-ol ClC=1C=C(C=CC1)C(C(O)C1=CC2=CC=CC=C2C=C1)(C)C